FC(C1=C(C=CC(=C1)C(F)(F)F)C(C)O)(F)F 1-(2,4-bis(trifluoromethyl)phenyl)ethanol